FC1=CC(=C2C(=NN(C2=C1)C)C)C(C(=O)O)N1CC(C1)OCCCCCC1=NC=2NCCCC2C=C1 2-(6-fluoro-1,3-dimethyl-1H-indazol-4-yl)-2-(3-((5-(5,6,7,8-tetrahydro-1,8-naphthyridin-2-yl)pentyl)oxy)azetidin-1-yl)acetic acid